(S)-3-(1-acryloylpiperidin-3-yl)-7-amino-1-(4-(3,5-difluorophenoxy)phenyl)-1,5-dihydro-4H-pyrrolo[2,3-d]pyridazin-4-one C(C=C)(=O)N1C[C@@H](CCC1)C1=CN(C=2C(=NNC(C21)=O)N)C2=CC=C(C=C2)OC2=CC(=CC(=C2)F)F